benzothian S1CCCC2=C1C=CC=C2